(2S,2'S)-2,2'-((1,12-bis(4-((4-aminobenzoyl)oxy)phenyl)-5,8-dioxa-2,1-diazadodecanedisulfonyl)bis(azanediyl))disuccinic acid hydrochloride Cl.NC1=CC=C(C(=O)OC2=CC=C(C=C2)N(NCCOCCOCCCC(S(=O)(=O)N[C@H](C(=O)O)CC(=O)O)C2=CC=C(C=C2)OC(C2=CC=C(C=C2)N)=O)S(=O)(=O)N[C@H](C(=O)O)CC(=O)O)C=C1